N1-((S)-3-cyclopropyl-1-oxo-1-(((S)-3-oxo-1-((S)-2-oxopyrrolidin-3-yl)-4-(trifluoromethoxy)butan-2-yl)amino)propan-2-yl)-N2-(o-tolyl)oxalamide C1(CC1)C[C@@H](C(N[C@@H](C[C@H]1C(NCC1)=O)C(COC(F)(F)F)=O)=O)NC(C(=O)NC1=C(C=CC=C1)C)=O